COC1=C(C=CC=C1)NC(C[C@@H](CCC1=CC=CC=C1)C)=O (R)-N-(2-methoxyphenyl)-3-methyl-5-phenylpentanamide